(S)-4-((3,5-difluoropyridin-2-yl)thio)-6-(1-(1-(2-hydroxyacetyl)piperidin-3-yl)-5-methyl-1H-pyrazol-4-yl)pyrazolo[1,5-a]pyridine-3-carbonitrile FC=1C(=NC=C(C1)F)SC=1C=2N(C=C(C1)C=1C=NN(C1C)[C@@H]1CN(CCC1)C(CO)=O)N=CC2C#N